ClC=1C=C(NC2(CCC3(C(=CC4=CC(=C(C=C34)COC)F)C[C@H](COCC3=CC=C(C=C3)OC)C)CC2)C(=O)OC)C=CC1 methyl (1r,4R)-4-(3-chloroanilino)-5'-fluoro-6'-(methoxymethyl)-2'-{(2R)-3-[(4-methoxyphenyl)methoxy]-2-methylpropyl}spiro[cyclohexane-1,1'-indene]-4-carboxylate